[Si](C)(C)(C(C)(C)C)O[C@H](C(=O)N=[S@@](=O)(C)C=1C=C(C=CC1)NC(C1=C(C(=CC=C1OC=1C(=NC(=CC1)F)C)C(F)(F)F)F)=O)C N-(3-((R)-N-((S)-2-((tert-butyldimethylsilyl)oxy)propanoyl)-S-methylsulfonimidoyl)phenyl)-2-fluoro-6-((6-fluoro-2-methylpyridin-3-yl)oxy)-3-(trifluoromethyl)benzamide